FC(CN1N=CC=2C1=NC(=CN2)N2CCC(CC2)COC2=NC=CC(=C2)C(F)(F)F)F 2-({1-[1-(2,2-Difluoroethyl)-1H-pyrazolo[3,4-b]pyrazin-6-yl]piperidin-4-yl}methoxy)-4-(trifluoromethyl)pyridine